CC1(CC[C@@H]([C@]23[C@@H]1C[C@]([C@]45[C@H]2CC[C@H]([C@H]4O)C(=C)C5=O)(OC3)O)O)C The molecule is a cyclic terpene ketone that is ent-7alpha,20-epoxy-kaur-16-en-15-one substituted with hydroxy groups at positions 1, 7 and 14 (the 1alpha,7beta,14beta stereoisomer). Isolated from the leaves of Isodon megathyrsus, it exhibits cytotoxic activity. It has a role as a metabolite and an antineoplastic agent. It is a lactol, a bridged compound and a cyclic terpene ketone. It derives from a hydride of an ent-kaurene.